1-[5-ethylsulfanyl-6-[2-oxo-1-(2,2,2-trifluoroethyl)-1,7-naphthyridin-6-yl]-3-pyridyl]cyclopropanecarbonitrile C(C)SC=1C=C(C=NC1C=1C=C2C=CC(N(C2=CN1)CC(F)(F)F)=O)C1(CC1)C#N